1,2-bis(3,4-xylyl)ethaneN C1(=CC(=C(C=C1)C)C)C=CC1=CC(=C(C=C1)C)C